dimethylaminoarsine CN(C)[AsH2]